cyclobutanone oxime C1(CCC1)=NO